CS(=O)(=O)C=1C=C(C=CC1)B(O)O 3-(methylsulfonyl)benzeneboronic acid